C1(CC1)C[C@@H](C(=O)N1[C@@H]([C@H]2C([C@H]2C1)(C)C)C(=O)O)NC([C@H](C)OC)=O (1R,2S,5S)-3-[(2S)-3-cyclopropyl-2-[[(2S)-2-methoxypropanoyl]amino]propanoyl]-6,6-dimethyl-3-azabicyclo[3.1.0]hexane-2-carboxylic acid